COC(=O)C1CN(CC(C1)C1=CC=CC=C1)S(=O)(=O)C1=CC(=CC=C1)C#N.FC1=C(OC=2C(=NC(=NC2)NS(=O)(=O)CC)C2=CN(C(C(=C2)C)=O)C)C=CC(=C1)F N-[5-(2,4-difluorophenoxy)-4-(1,5-dimethyl-6-oxopyridin-3-yl)pyrimidin-2-yl]ethanesulfonamide methyl-1-((3-cyanophenyl)sulfonyl)-5-phenylpiperidine-3-carboxylate